C1(=CC=CC=C1)CCN PHENYLETHYLAMIN